2,5-bis(4,4,5,5-tetramethyl-1,3,2-dioxaborolan-2-yl)thiophene CC1(OB(OC1(C)C)C=1SC(=CC1)B1OC(C(O1)(C)C)(C)C)C